CC(C)([C@H](C(=O)O)N)S (-)-penicillamine